[Br].C(CCC)N1C(N(C=C1)C)C 1-butyl-2,3-dimethylimidazole bromine salt